4-((S)-4-acryloyl-2-methylpiperazin-1-yl)-7-(2-amino-3,5-dichloro-6-fluorophenyl)-6-chloro-1-(2-isopropyl-4-methylpyridin-3-yl)-2-oxo-1,2-dihydro-1,8-naphthyridine-3-carbonitrile C(C=C)(=O)N1C[C@@H](N(CC1)C1=C(C(N(C2=NC(=C(C=C12)Cl)C1=C(C(=CC(=C1F)Cl)Cl)N)C=1C(=NC=CC1C)C(C)C)=O)C#N)C